(S)-N-[(R)-(2-fluorophenyl)-[2-oxo-3,4-dihydro-1H-pyrido[2,3-b]pyrazin-3-yl]methyl]-2-methyl-propane-2-sulfinamide FC1=C(C=CC=C1)[C@@H](N[S@@](=O)C(C)(C)C)C1C(NC2=C(N1)N=CC=C2)=O